NC1=NC(=NC(=C1)N)C=1N=C(SC1)N(C=1C=C(C=CC1C)C1=CC=C(C=C1)S(=O)(=O)N(C)C)CCC 3'-((4-(4,6-Diaminopyrimidin-2-yl)thiazol-2-yl)(propyl)amino)-N,N,4'-trimethyl-[1,1'-biphenyl]-4-sulfonamide